C(C)(C)(C)[S@](=O)N[C@@H](C1=CC=2N(N=C1)C=C(N2)[C@H](C2CCC(CC2)(F)F)NC(OC(C)(C)C)=O)C2CCC2 |o1:7| Tert-Butyl ((S)-(7-((R*)-(((S)-tert-butylsulfinyl)amino)(cyclobutyl)methyl)imidazo[1,2-b]pyridazin-2-yl)(4,4-difluorocyclohexyl)methyl)carbamate